(2R,4R)-1-(3-iodo-1-(tetrahydro-2H-pyran-2-yl)-1H-pyrazolo[3,4-b]pyrazin-6-yl)-2-methylpiperidin-4-ol IC1=NN(C2=NC(=CN=C21)N2[C@@H](C[C@@H](CC2)O)C)C2OCCCC2